2-(4-(5-Chloro-2-(1H-tetrazol-1-yl)phenyl)-2,5-dioxapiperazin-1-yl)-4-methoxy-N-(2-methyl-2H-indazol-5-yl)butanamide methyl-6-hydroxy-3-nitro-5-(trifluoromethyl)picolinate COC(C1=NC(=C(C=C1[N+](=O)[O-])C(F)(F)F)O)=O.ClC=1C=CC(=C(C1)N1CON(CO1)C(C(=O)NC1=CC2=CN(N=C2C=C1)C)CCOC)N1N=NN=C1